BrC1=C(C=C(C=C1F)Cl)F 2-bromo-5-chloro-1,3-difluorobenzene